CC1([NH+](C(CCC1)(C)C)[O-])C 2,2,6,6-tetramethyl-piperidine oxide